N-(5-(((2S,4R)-4-((2,6-dimethylpyridin-4-yl)oxy)-2-methylpyrrolidin-1-yl)methyl)thiazol-2-yl)acetamide CC1=NC(=CC(=C1)O[C@@H]1C[C@@H](N(C1)CC1=CN=C(S1)NC(C)=O)C)C